3-acetamido-N-[(1R,3S)-3-{[6-fluoro-2-(trifluoromethyl)quinolin-4-yl]amino}cyclohexyl]benzamide C(C)(=O)NC=1C=C(C(=O)N[C@H]2C[C@H](CCC2)NC2=CC(=NC3=CC=C(C=C23)F)C(F)(F)F)C=CC1